FC1=C(C=NC(=C1)F)N 4,6-difluoro-3-aminopyridine